(R)-1-(2-chloro-5-fluoropyridin-3-yl)ethyl (4-(5-(1-cyanocyclopropane-1-carboxamido)pyridin-2-yl)-1-methyl-1H-1,2,3-triazol-5-yl)carbamate C(#N)C1(CC1)C(=O)NC=1C=CC(=NC1)C=1N=NN(C1NC(O[C@H](C)C=1C(=NC=C(C1)F)Cl)=O)C